(R)-N-(2-chloro-3-((3,5-dimethyl-4-oxo-3,4-dihydroquinazolin-6-yl)amino)-4-fluorophenyl)-3-fluoro-N-((2-(trimethylsilyl)ethoxy)methyl)pyrrolidine-1-sulfonamide ClC1=C(C=CC(=C1NC=1C(=C2C(N(C=NC2=CC1)C)=O)C)F)N(S(=O)(=O)N1C[C@@H](CC1)F)COCC[Si](C)(C)C